2-[2-Chloro-4-fluoro-5-(7-morpholin-4-yl-quinazolin-4-yl)-phenyl]-2-(3-methoxypyrazin-2-yl)-N-methyl-acetamide ClC1=C(C=C(C(=C1)F)C1=NC=NC2=CC(=CC=C12)N1CCOCC1)C(C(=O)NC)C1=NC=CN=C1OC